O[C@]1([C@@H](CCC1)N1C(C(=CC2=C1N=C(N=C2)NC2CCN(CC2)S(=O)(=O)C([2H])([2H])[2H])C([2H])(F)F)=O)C([2H])([2H])[2H] (-)-8-((1R,2R)-2-hydroxy-2-(methyl-d3)cyclopentyl)-6-(difluoromethyl-d)-2-((1-((methyl-d3)sulfonyl)piperidin-4-yl)amino)pyrido[2,3-d]pyrimidin-7(8H)-one